tri(2-methyl-2-phenylpropyl)tin 3-bromothiophene-2-formate BrC1=C(SC=C1)C(=O)[O-].CC(C[Sn+](CC(C)(C)C1=CC=CC=C1)CC(C)(C)C1=CC=CC=C1)(C)C1=CC=CC=C1